C(C)(C)(C)OC(=O)N1CCC2=C(CC1)C=C1C(=C2)NC(=N1)C1=C(C2=C(NC1=O)SC=C2)N 2-(4-amino-6-oxo-6,7-dihydrothieno[2,3-b]pyridin-5-yl)-5,6,8,9-tetrahydroimidazo[4',5':4,5]benzo[1,2-d]azepine-7(1H)-carboxylic acid tert-butyl ester